9,9',9'',9'''-(4-(2-(pyridin-2-yl)phenyl)pyridine-2,3,5,6-tetrayl)tetrakis(3,6-dimethyl-9H-carbazole) N1=C(C=CC=C1)C1=C(C=CC=C1)C1=C(C(=NC(=C1N1C2=CC=C(C=C2C=2C=C(C=CC12)C)C)N1C2=CC=C(C=C2C=2C=C(C=CC12)C)C)N1C2=CC=C(C=C2C=2C=C(C=CC12)C)C)N1C2=CC=C(C=C2C=2C=C(C=CC12)C)C